N-(4-((4-([1,2,4]triazolo[4,3-c]pyrimidin-7-yloxy)-3-methylphenyl)amino)-3-cyanoquinolin-6-yl)acrylamide N=1N=CN2C=NC(=CC21)OC2=C(C=C(C=C2)NC2=C(C=NC1=CC=C(C=C21)NC(C=C)=O)C#N)C